N-((1-fluorocyclopropyl)methyl)-2-(methoxy-d3)benzamide FC1(CC1)CNC(C1=C(C=CC=C1)OC([2H])([2H])[2H])=O